COC(C[C@H]1[C@@H](CCC1)CC)=O trans-(2-ethylcyclopentyl)acetic acid methyl ester